(1-(3-chloro-2-methoxypyridin-4-yl)-1H-imidazol-4-yl)-N-((3R,4S)-3-fluoro-1-(methylsulfonyl)piperidin-4-yl)-5-(trifluoromethyl)pyrimidin-2-amine ClC=1C(=NC=CC1N1C=NC(=C1)C1=NC(=NC=C1C(F)(F)F)N[C@@H]1[C@@H](CN(CC1)S(=O)(=O)C)F)OC